1-[4-trifluoromethoxyphenyl]-3-[3,5-dimethyl-4-tert-butoxyphenyl]prop-2-en-1-one FC(OC1=CC=C(C=C1)C(C=CC1=CC(=C(C(=C1)C)OC(C)(C)C)C)=O)(F)F